2-(3-acetyl-5-(pyrimidin-2-ylethynyl)-1H-indazol-1-yl)-N-(2-((3-chloro-2-fluorobenzyl)amino)-2-oxoethyl)-N-isopropylacetamide C(C)(=O)C1=NN(C2=CC=C(C=C12)C#CC1=NC=CC=N1)CC(=O)N(C(C)C)CC(=O)NCC1=C(C(=CC=C1)Cl)F